ClC1=C(C=CC=C1Cl)SC=1N=CC(=NC1C)C(CCN)N 1-(5-((2,3-dichlorophenyl)thio)-6-methylpyrazin-2-yl)propane-1,3-diamine